(R)-4-(3-hydroxypropyl)-1,3-dimethylpiperazin-2-one OCCCN1[C@@H](C(N(CC1)C)=O)C